Cl.CN(C(=O)[C@@H]1[C@@H](NCC1)C)C (2S,3S)-N,N,2-Trimethylpyrrolidine-3-carboxamide hydrochloride